6-(Cyclopropanecarboxamido)-4-((7-methoxy-1-(2,2,2-trifluoroethyl)-1H-benzo[d]imidazol-6-yl)amino)nicotinic acid C1(CC1)C(=O)NC1=NC=C(C(=O)O)C(=C1)NC=1C=CC2=C(N(C=N2)CC(F)(F)F)C1OC